OCC1CCC(CC1)C=1SC2=C(N1)C=C(C=C2)C(C)(C)O 2-[4-(hydroxymethyl)cyclohexyl]-5-(1-hydroxy-1-methyl-ethyl)-1,3-benzothiazole